(2S)-2-amino-4-methylpentanoic acid ethyl ester C(C)OC([C@H](CC(C)C)N)=O